N-(adamantan-1-yl)-4-(4-chlorophenyl)-1H-pyrrole-2-carboxamide C12(CC3CC(CC(C1)C3)C2)NC(=O)C=2NC=C(C2)C2=CC=C(C=C2)Cl